(R)-N-(4-(4-carbamoyl-5-((6-(trifluoromethyl)pyridin-2-yl)amino)-1H-pyrazol-3-yl)phenyl)-3-(3-fluorophenyl)piperidine-1-carboxamide C(N)(=O)C=1C(=NNC1NC1=NC(=CC=C1)C(F)(F)F)C1=CC=C(C=C1)NC(=O)N1C[C@H](CCC1)C1=CC(=CC=C1)F